C1(=CC=CC=C1)N1C(CC2=CC=CC=C12)([2H])[Si](CC)(CC)CC 1-phenyl-2-(triethylsilyl)-1H-indole-2-d